N-((naphthalen-1-yl)methyl)prop-2-en-1-amine C1(=CC=CC2=CC=CC=C12)CNCC=C